N1C=C(C=2C1=NC=CC2)C2CCN(CC2)CC=2C=C1CN(C(C1=CC2)=O)N2C(NC(CC2)=O)=O 1-(5-((4-(1H-pyrrolo[2,3-b]pyridin-3-yl)piperidin-1-yl)methyl)-1-oxoisoindolin-2-yl)dihydropyrimidine-2,4(1H,3H)-dione